N-(3-dimethylaminopropyl)-1,3-bis(aminomethyl)benzene CN(CCCNCC1=CC(=CC=C1)CN)C